4-(2-acryloyl-2,6-diazaspiro[3.4]octan-6-yl)-2-((R)-2-(hydroxymethyl)pyrrolidin-1-yl)-6-(5-methyl-1H-indazol-4-yl)pyrimidine-5-carbonitrile C(C=C)(=O)N1CC2(C1)CN(CC2)C2=NC(=NC(=C2C#N)C2=C1C=NNC1=CC=C2C)N2[C@H](CCC2)CO